NC=1C(=NC(=NC1C1=C(C(=CC=C1C)OC)C)C1=CC=NC=C1)C(=O)N 5-amino-6-(3-methoxy-2,6-dimethylphenyl)-2-(pyridin-4-yl)pyrimidine-4-carboxamide